COC=1C=C2C(C3(C=CC4=C(O3)C=CC3=CC=CC=C34)N(C2=CC1)C)(C)C 5-methoxy-1,3,3-trimethylspiro[indoline-2,3'-[3H]naphtho[2,1-b]-pyran]